S-(Carboxymethyl)cysteine C(=O)(O)CSC[C@H](N)C(=O)O